M-t-butoxystyrene C(C)(C)(C)OC=1C=C(C=C)C=CC1